CC(COCC(C=C)C)C=C mono(2-methyl-3-butenyl) ether